5-amino-1-(4-methoxybenzyl)-3-(5-methylpyridazin-4-yl)-1H-pyrazole-4-carboxylic acid NC1=C(C(=NN1CC1=CC=C(C=C1)OC)C1=CN=NC=C1C)C(=O)O